C(C)(C)(C)OC(N[C@H]1C[C@H](CCC1)O)=O (1R,3S)-3-hydroxycyclohexyl-carbamic acid tert-butyl ester